FC=1C=NC(=NC1)[C@]12CC[C@H](C[C@@H]2C1)OC[C@@H]1N([C@@H](C[C@@H]1N(C(C(F)(F)F)=O)CC1=CC=C(C=C1)OC)C)C(=O)OCC1=CC=CC=C1 benzyl (2R,3S,5R)-2-((((1S,3R,6R)-6-(5-fluoropyrimidin-2-yl)bicyclo[4.1.0]heptan-3-yl)oxy)methyl)-5-methyl-3-(2,2,2-trifluoro-N-(4-methoxybenzyl)acetamido)pyrrolidine-1-carboxylate